ClS(=O)(=O)C1CC(C1)N(C(OCC1=CC=CC=C1)=O)C benzyl ((1s,3s)-3-(chlorosulfonyl)cyclobutyl)(methyl)carbamate